CC1(CCN(CC1)C=1OC2=C(C=C(C=C2C(C1C)=O)C)[C@H](C)N1C=CC(C2=CC=CC=C12)=O)C (S)-1-(1-(2-(4,4-dimethylpiperidin-1-yl)-3,6-dimethyl-4-oxo-4H-chromen-8-yl)ethyl)quinolin-4(1H)-one